C1=CC(=CC=C1NC(=O)NC2=CC=C(C=C2)Cl)Cl The molecule is a phenylurea that is urea in which one of the hydrogens of each amino group is replaced by a 4-chlorophenyl group. It is a member of phenylureas and a member of monochlorobenzenes.